C(#N)C1=CC=C(C=C1)N1C(=NN=C1)C1=CC=CC(=N1)N1CC=2C(=NC(=CC2C1=O)N(C)C(C)C)COC(NC)=O ((2-(6-(4-(4-cyanophenyl)-4H-1,2,4-triazol-3-yl)pyridin-2-yl)-6-(isopropyl(methyl)amino)-1-oxo-2,3-dihydro-1H-pyrrolo[3,4-c]pyridin-4-yl)methyl)(methyl)carbamate